5-((4-(bis(4-chlorophenyl)methyl)piperazin-1-yl)methyl)-2-(2,4-dioxotetrahydropyrimidin-1(2H)-yl)isoindoline-1,3-dione ClC1=CC=C(C=C1)C(N1CCN(CC1)CC=1C=C2C(N(C(C2=CC1)=O)N1C(NC(CC1)=O)=O)=O)C1=CC=C(C=C1)Cl